(R)-4-(3-(2,3-difluorophenyl)isoxazolidin-2-yl)-N-(2-methoxy-4-(4-(4-methylpiperazine-1-yl)piperidin-1-yl)phenyl)pyridin-2-amine FC1=C(C=CC=C1F)[C@@H]1N(OCC1)C1=CC(=NC=C1)NC1=C(C=C(C=C1)N1CCC(CC1)N1CCN(CC1)C)OC